butyl-N-{[(3aR,4R,6R,6aS)-6-{5-bromopyrrolo[2,3-d]pyrimidin-7-yl}-2,2-dimethyl-tetrahydro-3aH-cyclopenta[d][1,3]dioxol-4-yl]methyl}carbamate C(CCC)OC(NC[C@H]1C[C@H]([C@@H]2OC(O[C@@H]21)(C)C)N2C=C(C1=C2N=CN=C1)Br)=O